ClC=1C(=CC=C2N=CC(=NC12)C=1C=NN(C1)[C@@H]1[C@H](CN(CC1)/C=C/C(C)=O)F)OC=1C=CC2=C(NC(=N2)C)C1 (E)-4-((3S,4S)-4-(4-(8-chloro-7-((2-methyl-1H-benzo[d]imidazol-6-yl)oxy)quinoxalin-2-yl)-1H-pyrazol-1-yl)-3-fluoropiperidin-1-yl)but-3-en-2-one